C(C)(C)(C)OC(NCC(C#CCN(C)C)O)=O.OC1=C(C=CC(=C1)OCC(CCCCC)CCC)N1N=C2C(=N1)C=CC=C2 2-[2'-hydroxy-4'-(2''-propylheptyl)oxyphenyl]benzotriazole tert-butyl-N-[5-(dimethylamino)-2-hydroxypent-3-yn-1-yl]carbamate